ethyl (S)-3-(5-fluoro-3'-methoxybiphenyl-3-yl)-3-(3-(4-hydroxy-1,6-dimethyl-2-oxo-1,2-dihydro pyridin-3-yl)ureido)propanoate FC=1C=C(C=C(C1)C1=CC(=CC=C1)OC)[C@H](CC(=O)OCC)NC(=O)NC=1C(N(C(=CC1O)C)C)=O